Methyl-(2S)-2-[4-bromo-2-(4-butoxy-4,5-dihydroisoxazol-3-yl)phenoxy]-3-cyclobutylpropanoat COC([C@H](CC1CCC1)OC1=C(C=C(C=C1)Br)C1=NOCC1OCCCC)=O